2,7-diphenylbenzoxazole C1(=CC=CC=C1)C=1OC2=C(N1)C=CC=C2C2=CC=CC=C2